NC1=NN2C(C=C(C=C2)C=2C(=NC(=C(C(=O)NCC3=C(C(=CC(=C3)F)F)O[C@H]3COCC3)C2)OC)C)=N1 (R)-5-(2-amino-[1,2,4]triazolo[1,5-a]pyridin-7-yl)-N-(3,5-difluoro-2-((tetrahydrofuran-3-yl)oxy)benzyl)-2-methoxy-6-methylnicotinamide